F[C@H]1CN(CC[C@H]1NC1=C2C=C(N(C2=CC=C1)CC(F)(F)F)C#CCNC1=C(C=C(C(=O)OC)C=C1)OC)C[C@H](COC)O methyl 4-[3-[4-[[(3S,4R)-3-fluoro-1-[(2R)-2-hydroxy-3-methoxy-propyl]-4-piperidyl]amino]-1-(2,2,2-trifluoroethyl)indol-2-yl]prop-2-ynylamino]-3-methoxy-benzoate